COC1=CC=C(C=C1)N(C=1NC(C=2N=CN([C@]3([C@H](O)[C@H](O[Si](C)(C)C(C)(C)C)[C@@H](CO)O3)CC3=CC=CC=C3)C2N1)=O)C1=CC=C(C=C1)OC bis(4-methoxyphenyl)benzyl-3'-O-t-butyldimethylsilyl-guanosine